C(C)N(CC)C1=C(C=2C3(C4=CC=CC=C4OC2C=C1)NC(C1=CC=CC=C13)=O)N(CC)CC bis(diethylamino)spiro[isoindolin-1,9'-xanthen]-3-one